butyl 4-(methylthio)phenylcarbamate CSC1=CC=C(C=C1)NC(OCCCC)=O